FC(C=1C=C(C=C(C1)C(F)(F)F)C1=NN(C=N1)C=C(C(=O)O)C=1C=NC=CC1)(F)F 3-(3,5-Bis(trifluoromethyl)phenyl)-1H-1,2,4-triazol-1-yl-2-(pyridin-3-yl)acrylic acid